(3-cyclobutylphenyl)methanamine C1(CCC1)C=1C=C(C=CC1)CN